bromo-7-[5-deoxy-5-[[3-[[[[4-(1,1-dimethylethyl)phenyl]amino]carbonyl]amino]propyl](1-methylethyl)amino]-β-D-ribofuranosyl]-7H-pyrrolo[2,3-d]pyrimidin-4-amine BrC=1N=C(C2=C(N1)N(C=C2)[C@H]2[C@H](O)[C@H](O)[C@H](O2)CN(C(C)C)CCCNC(=O)NC2=CC=C(C=C2)C(C)(C)C)N